NC=1C=C(C=C2C=C(N=CC12)NC(=O)[C@H]1[C@@H](C1)C#N)C1=CC(=NN1C)C(=O)NC |r| (±)-5-[8-amino-3-[[trans-2-cyanocyclopropanecarbonyl]amino]-6-isoquinolyl]-N,1-dimethyl-pyrazole-3-carboxamide